CCCCCCCCC(CCCCCCCC)N heptadecan-9-amine